NC=1C2=C(N=CN1)N(C=C2C2=NC=NN2)[C@H]2[C@@H]([C@@H]([C@H](C2)CNCCCNCCC2=CC=CC=C2)O)O (1R,2S,3R,5R)-3-(4-amino-5-(1H-1,2,4-triazol-5-yl)-7H-pyrrolo[2,3-d]pyrimidin-7-yl)-5-(((3-(phenethylamino)propyl)amino)methyl)cyclopentane-1,2-diol